6-((1S)-1-(2-((3S)-3-(Methylamino)-1-piperidinyl)-1H-benzimidazol-1-yl)ethyl)-3-pyridincarbonitril CN[C@@H]1CN(CCC1)C1=NC2=C(N1[C@@H](C)C1=CC=C(C=N1)C#N)C=CC=C2